N'-(1,3-phenylenebis(methylene))bis(dodecane-1-amine) C1(=CC(=CC=C1)CCCCCCCCCCCCCN)CCCCCCCCCCCCCN